ClC1=CC=C(OC2=CC=C(CN)C=C2)C=C1 4-(4-chlorophenoxy)benzylamine